5-((4'-methoxy-[1,1'-biphenyl]-4-yl)oxy)-1H-1,2,3-triazole-4-carboxylic acid COC1=CC=C(C=C1)C1=CC=C(C=C1)OC1=C(N=NN1)C(=O)O